2-(6,7-difluoro-4-methoxy-1H-indole-2-carbonyl)-N-[(2S)-4-hydroxy-3-oxo-1-[(3S)-2-oxopyrrolidin-3-yl]butan-2-yl]-hexahydro-1H-cyclopenta[c]pyrrole-1-carboxamide FC1=CC(=C2C=C(NC2=C1F)C(=O)N1C(C2C(C1)CCC2)C(=O)N[C@@H](C[C@H]2C(NCC2)=O)C(CO)=O)OC